C(=O)N[C@@H](C(C)C)C(=O)O N-formyl-valine